4-(1-(tert-Butoxycarbonyl)piperidin-4-yl)-2-fluorobenzoic acid C(C)(C)(C)OC(=O)N1CCC(CC1)C1=CC(=C(C(=O)O)C=C1)F